(R)-N-(1-(1-(3-chlorobenzoyl)-2,3-dihydro-1H-indol-5-yl)ethyl)-5-chloropyridine-2-carboxamide ClC=1C=C(C(=O)N2CCC3=CC(=CC=C23)[C@@H](C)NC(=O)C2=NC=C(C=C2)Cl)C=CC1